ClC1=C(C=CC(=C1)C1=CN=C(N1C)C)NC=1N=CC2=CC=CC(=C2C1)C=1C=NN(C1)C N-(2-chloro-4-(1,2-dimethyl-1H-imidazol-5-yl)phenyl)-5-(1-methyl-1H-pyrazol-4-yl)isoquinolin-3-amine